(E)-5-(3-((tert-butyldimethylsilyl)oxy)prop-1-en-1-yl)-3-(pyridin-4-yl)-1-(4-(pyrimidin-2-yl)phenyl)pyrazine [Si](C)(C)(C(C)(C)C)OC/C=C/C=1N=C(CN(C1)C1=CC=C(C=C1)C1=NC=CC=N1)C1=CC=NC=C1